Tert-butyl 4-[2-[2-(5-benzyloxypentoxy)ethoxy]-3,3,3-trifluoro-propyl]piperidine-1-carboxylate C(C1=CC=CC=C1)OCCCCCOCCOC(CC1CCN(CC1)C(=O)OC(C)(C)C)C(F)(F)F